[Si](C)(C)(C(C)(C)C)O[C@H]1[C@@H](O[C@@H]([C@H]1O[Si](C)(C)C(C)(C)C)CSCC=1C(=NOC1C1=CC=CC=C1)C)N1C=CC2=C1N=CN=C2N 7-((2R,3R,4R,5S)-3,4-bis((tert-Butyldimethylsilyl)oxy)-5-((((3-methyl-5-phenylisoxazol-4-yl)methyl)thio)methyl)tetrahydrofuran-2-yl)-7H-pyrrolo[2,3-d]pyrimidin-4-amine